(R)-2-Fluoro-5-((1-hydroxy-2-methylpropan-2-yl)oxy)-3-(5-methylthiazol-2-yl)-N-(1-(2-(Trifluoromethyl)pyrimidin-5-yl)ethyl)benzamide FC1=C(C(=O)N[C@H](C)C=2C=NC(=NC2)C(F)(F)F)C=C(C=C1C=1SC(=CN1)C)OC(CO)(C)C